OC1(COC1)C1=CC=C(C=C1)C(=O)N1CCC(CC1)OC=1N=NC(=CC1)C1=CC=C(C=C1)C(F)(F)F (4-(3-hydroxyoxetan-3-yl)phenyl)(4-((6-(4-(trifluoromethyl)phenyl)pyridazin-3-yl)oxy)piperidin-1-yl)methanone